(2r,4s)-4-((tert-butyldimethylsilyl)oxy)-N-(4-cyclopropylphenyl)pyrrolidine-2-carboxamide [Si](C)(C)(C(C)(C)C)O[C@H]1C[C@@H](NC1)C(=O)NC1=CC=C(C=C1)C1CC1